C(C)(C)(C)OC(=O)N1[C@H](C[C@@H](C1)N1N=C(C(=C1NCCO)C#N)Br)COC (2R,4S)-4-[3-bromo-4-cyano-5-[(2-hydroxyethyl)amino]pyrazol-1-yl]-2-(methoxymethyl)pyrrolidine-1-carboxylic acid tert-butyl ester